1-octyl-2,3-dimethylimidazolium hexafluorophosphate F[P-](F)(F)(F)(F)F.C(CCCCCCC)N1C(=[N+](C=C1)C)C